ClC1=CC=C(C=C1)C=1NC(=NN1)C1CCN(CC1)CCC1=CC=C(C=C1)OC 4-[5-(4-Chloro-phenyl)-4H-[1,2,4]triazol-3-yl]-1-[2-(4-methoxy-phenyl)-ethyl]-piperidine